ClC1=CC=C(C=C1)C1=C(C=CC=C1)CN1CCN(CC1)C1=CC(=C(C(=O)NS(=O)(=O)C2=CC(=C(C=C2)NCCCN2CCOCC2)[N+](=O)[O-])C=C1)OC=1C=C2C(=NC1)NC=C2 4-{4-[(4'-Chloro-1,1'-biphenyl-2-yl)methyl]piperazin-1-yl}-N-({4-[(3-morpholin-4-ylpropyl)amino]-3-nitrophenyl}sulfonyl)-2-(1H-pyrrolo[2,3-b]pyridin-5-yloxy)benzamid